C(C1=CC=CC=C1)OC1=C(C=CC=C1F)C1CCC(CC1)OC[C@]1(C[C@H](CC1)NS(=O)(=O)C)C=1OC=C(N1)CCl N-((1S,3S)-3-((((1s,4R)-4-(2-(benzyloxy)-3-fluorophenyl)cyclohexyl)oxy)methyl)-3-(4-(chloromethyl)oxazol-2-yl)cyclopentyl)methanesulfonamide